N-(2-(4-(4-allylpiperazine-1-yl)piperidine-1-yl)-5-((6-((R)-3-(3-chloro-5-fluorophenyl)-isoxazolidine-2-yl)pyrimidine-4-yl)amino)-4-methoxy-phenyl)acrylamide C(C=C)N1CCN(CC1)C1CCN(CC1)C1=C(C=C(C(=C1)OC)NC1=NC=NC(=C1)N1OCC[C@@H]1C1=CC(=CC(=C1)F)Cl)NC(C=C)=O